(E)-N-[1-[2-[methyl-[2-(4-methylphenoxy)ethyl]amino]-2-oxoethyl]pyrazol-4-yl]-3-[(2-nitro-3-pyridyl)oxy]prop-2-enamide CN(C(CN1N=CC(=C1)NC(\C=C\OC=1C(=NC=CC1)[N+](=O)[O-])=O)=O)CCOC1=CC=C(C=C1)C